N[C@@H]1[C@@H](OCC12CCN(CC2)C=2N=CC(=NC2)SC=2C(=C(C=CC2)NC(=O)NS(=O)(=O)C2=NC=CC=C2)Cl)C N-((3-((5-((3S,4S)-4-amino-3-methyl-2-oxa-8-aza-spiro[4.5]decan-8-yl)pyrazin-2-yl)thio)-2-chlorophenyl)carbamoyl)pyridine-2-sulfonamide